C(=O)(OC(C)(C)C)N1CC(NCC1)C(C)C 1-boc-3-isopropyl-piperazine